OC1CCC(CC1)S(=O)(=O)NC(C1=CC=CC=C1)=O N-{[(1r,4r)-4-hydroxycyclohexyl]sulfonyl}benzamide